ClC1=C(C(=O)N[C@H]2[C@H]3CC[C@@H](C2)N3C#N)C=CC(=C1)C1=NC=CC(=C1)C#N 2-chloro-N-((1R,2R,4S)-7-cyano-7-azabicyclo[2.2.1]heptan-2-yl)-4-(4-cyano-2-pyridinyl)benzamide